COC[C@@H](N1C(N[C@@H](C1)C(F)(F)F)=O)C1=CC=2N(N=C1)C=C(N2)[C@H]([C@@H](C)O[C@@H](C(F)(F)F)C)NC(OC(C)(C)C)=O tert-Butyl ((1R,2R)-1-(7-((S)-2-methoxy-1-((S)-2-oxo-4-(trifluoromethyl)imidazolidin-1-yl)ethyl)imidazo[1,2-b]pyridazin-2-yl)-2-(((R)-1,1,1-trifluoropropan-2-yl)oxy)propyl)carbamate